FCC1=CC=C2C(=CC=NC2=C1)C(=O)NCC(=O)OC(C)(C)C tert-butyl (7-(fluoromethyl)quinoline-4-carbonyl)glycinate